ClC=1C(=NC=CC1)N1N=C(C=C1C(=O)OCC)CN1N=C(N=N1)C1=CC=C(C=C1)C(F)(F)F ethyl 2-(3-chloro-2-pyridyl)-5-[[5-[4-(trifluoromethyl)phenyl]tetrazol-2-yl]methyl]pyrazole-3-carboxylate